1-(2-chloro-5-iodo-4-pyridinyl)piperidin-3-ol ClC1=NC=C(C(=C1)N1CC(CCC1)O)I